C(C)(C)(C)C1CC2=C(C(=C(S2)NC(=O)C2C(CCCC2)C(=O)O)C(NC2=CC=C(C=C2)Cl)=O)CC1 2-[[6-tert-butyl-3-[(4-chlorophenyl)carbamoyl]-4,5,6,7-tetrahydrobenzothiophen-2-yl]carbamoyl]cyclohexanecarboxylic acid